2-[2,4-bis(trifluoromethyl)phenyl]-N-(4-fluorophenyl)-N-{[5-(6-hydroxypyridin-2-yl)-1,3,4-oxadiazol-2-yl]methyl}acetamide FC(C1=C(C=CC(=C1)C(F)(F)F)CC(=O)N(CC=1OC(=NN1)C1=NC(=CC=C1)O)C1=CC=C(C=C1)F)(F)F